FC(C(/C=C/C(C(=O)OCC)C(NC1=C(C=C(C=C1)OC)C)=O)=O)(F)F ethyl (E)-6,6,6-trifluoro-2-[(4-methoxy-2-methyl-phenyl)carbamoyl]-5-oxo-hex-3-enoate